BrC1C=CC(O1)=O 5-bromofuran-2(5H)-one